ClC1=C(C=C(C=C1)N1C(CCCC12CCN(CC2)C2=NC=NC(=C2F)N2CCCC2)=O)F 1-(4-chloro-3-fluorophenyl)-9-(5-fluoro-6-(pyrrolidin-1-yl)pyrimidin-4-yl)-1,9-diazaspiro[5.5]undecan-2-one